FCCN=[N+]=[N-] Fluoroethyl azide